terbium-yttrium [Y].[Tb]